N=1N(N=CC1)C1=CC=C(OC2=CC=C(C=C2)C(C)(C)C2=CC=C(OC3CC(C3)NC(OC(C)(C)C)=O)C=C2)C=C1 tert-butyl ((1r,3r)-3-(4-(2-(4-(4-(2H-1,2,3-triazol-2-yl)phenoxy)phenyl)propan-2-yl)phenoxy)cyclobutyl)carbamate